OCCCNC(=O)C1=CC2=C(N(C(=N2)NC=2SC3=C(N2)C=CC(=C3)OC(F)(F)F)C)C=C1 1-Methyl-2-(6-trifluoromethoxy-benzothiazol-2-ylamino)-1H-benzoimidazole-5-carboxylic acid (3-hydroxy-propyl)-amide